5-chloro-6-methoxy-2-(4-(4-methylpiperazin-1-yl)piperidin-1-yl)pyridin-3-amine ClC=1C=C(C(=NC1OC)N1CCC(CC1)N1CCN(CC1)C)N